2,4-bis(trichloromethyl)-6-(4-methoxy-naphthalen-1-yl)-s-triazine ClC(C1=NC(=NC(=N1)C(Cl)(Cl)Cl)C1=CC=C(C2=CC=CC=C12)OC)(Cl)Cl